2-(1,1-dimethyl-3,3-dimethylbutyl)-5-methylphenol CC(CC(C)(C)C)(C)C1=C(C=C(C=C1)C)O